9-methyl-4-(pyridin-2-yl)-3,4,7,15-tetraazatricyclo[12.3.1.02,6]Octadeca-1(18),2,5,14,16-pentaen-8-one CC1C(NC2=CN(N=C2C=2C=CN=C(CCCC1)C2)C2=NC=CC=C2)=O